(2S)-2-ethynylmorpholine-4-carboxylic acid tert-butyl ester C(C)(C)(C)OC(=O)N1C[C@@H](OCC1)C#C